[1-13C]-glutamate N[C@@H](CCC(=O)[O-])[13C](=O)[O-]